5,5-difluoro-2,2,3,7,8,8-hexa-methyl-3,7-diaza-2,8-disilanonane-4,4,6,6-tetracarbonitrile FC(C(N([Si](C)(C)C)C)(C#N)C#N)(C(N([Si](C)(C)C)C)(C#N)C#N)F